FC(OC1=CC=C(C=C1)N1CC2C(C1)CN(C2)C(=O)OC(C)(C)C)(F)F tert-butyl 5-[4-(trifluoromethoxy) phenyl]-octahydropyrrolo[3,4-c]pyrrole-2-carboxylate